2-(1-hydroxyethyl)-5-(2-methyl-4-(6-(trifluoromethyl)quinazolin-2-yl)phenyl)-6,7-dihydropyrazolo[1,5-a]pyrazin-4(5H)-one OC(C)C1=NN2C(C(N(CC2)C2=C(C=C(C=C2)C2=NC3=CC=C(C=C3C=N2)C(F)(F)F)C)=O)=C1